2-amino-3-(3,3-difluorocyclobutyl)-2-methylpropan-1-ol NC(CO)(CC1CC(C1)(F)F)C